tert-butyl (1-(2-((6-amino-9H-purin-9-yl)methyl)-5-chloro-3-ethylphenyl)-3-(3-hydrazineyl-3-oxopropyl)pyrrolidin-3-yl)carbamate NC1=C2N=CN(C2=NC=N1)CC1=C(C=C(C=C1CC)Cl)N1CC(CC1)(CCC(=O)NN)NC(OC(C)(C)C)=O